N1CCCCCC1 1,2,3,4,5,6-hexahydroazepine